CN1C(=O)CC(S1)Cl 5-CHLORO-2-METHYL-ISOTHIAZOLIN-3-ONE